5-chloro-3-fluoro-2-(2-imidazol-1-ylphenoxy)pyridine ClC=1C=C(C(=NC1)OC1=C(C=CC=C1)N1C=NC=C1)F